OC(CCCCCCCCCCCCCCCCC(=O)O)CCC(CC)O 18,21-Dihydroxytricosanoic acid